O[C@@H]1[C@H](O[C@H]([C@@H]1O)N1C2=NC(=NC(=C2N=C1)NCC1=NC=CC(=C1)C)C=1C=NC=C(C1)C)C(=O)NC (2S,3S,4R,5R)-3,4-dihydroxyl-N-methyl-5-(2-(5-methylpyridin-3-yl)-6-(((4-methylpyridin-2-yl)methyl)amino)-9H-purin-9-yl)tetrahydrofuran-2-formamide